O1C(CCCC1)OCC(=O)NN 2-(tetrahydro-2H-pyran-2-yloxy)acethydrazide